S1C=NC2=C1C=CC(=C2)CN(C(C(=O)O)=O)CC2CCC2 2-((Benzo[d]thiazol-5-ylmethyl)(cyclobutylmethyl)amino)-2-oxoacetic acid